ClC1=NC=C(C(=N1)NC(CO)CC)C 2-((2-chloro-5-methylpyrimidin-4-yl)amino)butan-1-ol